FC(C(=O)O)(F)F.N1(CCC1)CC1=C(CNC2=CC(=C(C=C2Cl)S(=O)(=O)NC=2SC=CN2)F)C=CC=C1 4-((2-(azetidin-1-ylmethyl)benzyl)amino)-5-chloro-2-fluoro-N-(thiazol-2-yl)benzenesulfonamide 2,2,2-trifluoroacetate